methyl 1-[6-(1-methyl-1H-pyrazol-4-yl)-4-oxo-3,4-dihydro-2H-quinolin-1-yl]-isoquinoline-3-carboxylate CN1N=CC(=C1)C=1C=C2C(CCN(C2=CC1)C1=NC(=CC2=CC=CC=C12)C(=O)OC)=O